BrC1=C(C2=C(OCCN2C(=O)OC(C)(C)C)N=C1)C tert-butyl 7-bromo-8-methyl-1H,2H,3H-pyrido[2,3-b][1,4]oxazine-1-carboxylate